N1CCC2(CC1)OC1=C([C@H]2N)C=CC=C1 (R)-3H-spiro[benzofuran-2,4'-piperidin]-3-amine